5'-tertbutyldiphenylsilyl-thymidine ethyl-2,2-dimethyl-2,3-dihydropyrazolo[5,1-b]oxazole-6-carboxylate C(C)C1N2C(OC1(C)C)=CC(=N2)C(=O)OC([C@@H]2[C@H](C[C@@H](O2)N2C(=O)NC(=O)C(C)=C2)O)[Si](C2=CC=CC=C2)(C2=CC=CC=C2)C(C)(C)C